Methyl-1,2,3-Benzotriazol-5-Carboxylat COC(=O)C=1CC=2C(N=NN2)=CC1